Natrium (2-ethylhexanoat) C(C)C(C(=O)[O-])CCCC.[Na+]